1,3-dimethoxy-1,3-dihydro-isobenzofuran-5-carboxylic acid COC1OC(C2=CC(=CC=C12)C(=O)O)OC